6,4'-dihydroxyflavone OC=1C=C2C(C=C(OC2=CC1)C1=CC=C(C=C1)O)=O